7S,16R,17S-trihydroxy-4Z,8E,10Z,12E,14E,19Z-docosahexaenoic acid CC/C=C\C[C@@H]([C@@H](/C=C/C=C/C=C\C=C\[C@H](C/C=C\CCC(=O)O)O)O)O